8-butoxymethoxy-1,3,5-trimethyloctyl-magnesium chloride C(CCC)OCOCCCC(CC(CC(C)[Mg]Cl)C)C